N-hexyl-pyridinium C(CCCCC)[N+]1=CC=CC=C1